tert-Butyl [(R,2R,3S)-4-azido-2-{[tert-butyl(dimethyl)silyl]oxy}-1-(hydroxymethyl)-3-methylbutyl]carbamate N(=[N+]=[N-])C[C@@H]([C@H]([C@@H](CO)NC(OC(C)(C)C)=O)O[Si](C)(C)C(C)(C)C)C